FC1=CC=C(C=C1)N1CCN(CC1)CC[C@@H]1OC(C2(C1)CCN(CC2)C(CNC(C(C)(C)C)=O)=O)=O (R)-N-(2-(3-(2-(4-(4-fluorophenyl)piperazin-1-yl)ethyl)-1-oxo-2-oxa-8-azaspiro[4.5]decan-8-yl)-2-oxoethyl)pivaloamide